tert-butyl (6S,7S)-7-((difluoromethyl)sulfonamido)-6-((2,3',5,5'-tetrafluoro-[1,1'-biphenyl]-3-yl)methyl)-5-azaspiro[2.4]heptane-5-carboxylate FC(S(=O)(=O)N[C@@H]1[C@@H](N(CC12CC2)C(=O)OC(C)(C)C)CC=2C(=C(C=C(C2)F)C2=CC(=CC(=C2)F)F)F)F